O=C1NC(CCC1N1C(C2=CC=C(C=C2C1=O)OCCI)=O)=O 2-(2,6-dioxopiperidin-3-yl)-5-(2-iodoethoxy)isoindoline-1,3-dione